3-Chloro-pyridine-2-carboxylic acid [5-(7-fluoro-1-methyl-2-oxo-1,2,3,4-tetrahydroquinolin-6-yl)-4-methyl-pyridin-3-ylmethyl]-amide FC1=C(C=C2CCC(N(C2=C1)C)=O)C=1C(=C(C=NC1)CNC(=O)C1=NC=CC=C1Cl)C